4-chloro-2-[3-[methyl(6-quinolyl)carbamoyl]phenyl]-5-(trifluoromethyl)pyrazol ClC1=CN(N=C1C(F)(F)F)C1=CC(=CC=C1)C(N(C=1C=C2C=CC=NC2=CC1)C)=O